(5s,8s)-4,8-dihydroxy-3-mesityl-1-oxaspiro[4.5]dec-3-en-2-one OC1=C(C(OC12CCC(CC2)O)=O)C2=C(C=C(C=C2C)C)C